C[C@]12CC[C@@H]([C@@]([C@@H]1CC[C@@]3([C@@H]2CC=C4[C@]3(C[C@H]([C@@]5([C@H]4CC(CC5)(C)C)C(=O)O[C@H]6[C@@H]([C@H]([C@@H]([C@H](O6)CO[C@H]7[C@@H]([C@H]([C@@H]([C@H](O7)COC(=O)C[C@](C)(CC(=O)O)O)O)O)O[C@H]8[C@@H]([C@H]([C@@H]([C@H](O8)CO)O)O)O)O)O)O)O)C)C)(C)C(=O)O[C@H]9[C@@H]([C@H]([C@@H]([C@H](O9)CO)O)O)O)O The molecule is a pentacyclic triterpenoid saponin isolated from the aerial parts of Dianthus versicolor. It has been shown to exhibit cytotoxic activity against a panel of cancer cell lines. It has a role as an antineoplastic agent and a plant metabolite. It is a pentacyclic triterpenoid, a carboxylic ester, a hydroxy monocarboxylic acid and a triterpenoid saponin. It derives from a 3-hydroxy-3-methylglutaric acid and a 16alpha-hydroxygypsogenic acid. It derives from a hydride of an oleanane.